5-acetamido-3-methylpyridine C(C)(=O)NC=1C=C(C=NC1)C